(R)-N-(1-(3-aminopyrrolidin-1-yl)-3-morpholinoisoquinolin-6-yl)acrylamide N[C@H]1CN(CC1)C1=NC(=CC2=CC(=CC=C12)NC(C=C)=O)N1CCOCC1